4-(1-(2,6-dichlorophenyl)azetidin-3-yl)-2-fluoro-6-methylbenzaldehyde ClC1=C(C(=CC=C1)Cl)N1CC(C1)C1=CC(=C(C=O)C(=C1)C)F